CC1=C(C(=O)O)C=CC=C1NC1=NC=CC(=C1)OC1=C(N=C(S1)Br)C1=CC=CC=C1.BrC=1SC(=C(N1)C1=CC=CC=C1)OC1=CC(=NC=C1)NC=1C=C(C(=O)OC)C=CC1 Methyl 3-((4-((2-bromo-4-phenylthiazol-5-yl)oxy)pyridin-2-yl)amino)benzoate (Methyl 3-((4-((2-bromo-4-phenylthiazol-5-yl)oxy)pyridin-2-yl)amino)benzoate)